CC=1C=C2C=CC(=CN2C1C(=O)[O-])OC1=CC=CC=C1.[K+].ClC1=C(C=CC=C1C(=O)N1[C@@H]2CO[C@H](C1)C2)NC2=C(C=C(C(=O)N=C1NCCN1)C=C2)C2CC2 4-({2-chloro-3-[(1S,4S)-2-oxa-5-azabicyclo[2.2.1]heptane-5-carbonyl]phenyl}amino)-3-cyclopropyl-N-[imidazolidin-2-ylidene]benzamide potassium 2-methyl-6-phenoxyindolizine-3-carboxylate